2-methyl-2H-pyrazolo[3,4-c]pyridine CN1N=C2C=NC=CC2=C1